FC=1C=C2C(=NC(=NC2=CC1)C)NC12CC(C1)(C2)C(C(=O)NC2=CC=C(C=C2)F)C 2-(3-((6-fluoro-2-methylquinazolin-4-yl)amino)bicyclo[1.1.1]pentan-1-yl)-N-(4-fluorophenyl)propanamide